C(C)(C)(C)N1C(=NC2=C1C=C(C=C2)OC2=C(C=C(C=C2Cl)N\N=C(\C(=O)NC(OCC)=O)/C#N)Cl)OC (E)-ethyl (2-(2-(4-((1-(tert-butyl)-2-methoxy-1H-benzo[d]imidazol-6-yl)oxy)-3,5-dichlorophenyl)hydrazono)-2-cyanoacetyl)carbamate